sodium citrate disodium salt [Na+].[Na+].C(CC(O)(C(=O)[O-])CC(=O)[O-])(=O)[O-].[Na+]